C(#N)C1NCC(C1)(F)F 2-cyano-4,4-difluoropyrrolidin